C1(CC1)COC1=C(C=CC(=N1)C(=O)NC(C(=O)OCCC([2H])([2H])F)(CC)CC)N1CC(C1)(F)F 3-fluoro(3,3-dideuterio)propyl 2-{[6-(cyclopropylmethoxy)-5-(3,3-difluoroazetidin-1-yl)pyridine-2-carbonyl]amino}-2-ethylbutanoate